N1=CNC2=NC=C(C=C21)C=O 3H-IMIDAZO[4,5-B]PYRIDINE-6-CARBALDEHYDE